C1(=CC=CC=C1)C=1N=CC(=NC1C1=CC=CC=C1)N(CCCCOCC(=O)O[Ca]OC(COCCCCN(C1=NC(=C(N=C1)C1=CC=CC=C1)C1=CC=CC=C1)C(C)C)=O)C(C)C bis[[2-[4-[(5,6-diphenylpyrazin-2-yl)-isopropyl-amino]butoxy]acetyl]oxy]calcium